(R)-6-chloro-N-((R)-1-(2-fluoro-3-(trifluoromethyl)phenyl)ethyl)-2-methyl-2,3-dihydroimidazo[1,2-b]pyridazine-8-carboxamide ClC=1C=C(C=2N(N1)C[C@H](N2)C)C(=O)N[C@H](C)C2=C(C(=CC=C2)C(F)(F)F)F